S[C@H]1CN(CCC1)CC1CCN(CC1)C(=O)OCC1=CC=C(C=C1)[N+](=O)[O-] 4-nitrobenzyl (R)-4-((3-mercaptopiperidin-1-yl)methyl)piperidine-1-carboxylate